(3-chlorobenzoylamino)-1,2,3-thiadiazole-4-carboxylic acid ClC=1C=C(C(=O)NC2=C(N=NS2)C(=O)O)C=CC1